C(C)=C1C2CCC1C1C2CCCO1 6-ethylideneoctahydro-5,8-methylene-2H-1-benzopyran